1,2-bishexadecyl-sn-glycero-3-phosphoethanolamine C(CCCCCCCCCCCCCCC)OC[C@@H](OCCCCCCCCCCCCCCCC)COP(=O)(O)OCCN